NCC(=O)N1[C@@H](C[C@H](C1)NC(C1=CC=CC=C1)=O)C(=O)O (2S,4R)-1-(2-aminoacetyl)-4-benzoylamino-pyrrolidine-2-carboxylic acid